N-((4'-chloro-[1,1'-biphenyl]-2-yl)carbamoyl)-1,3-dimethyl-1H-pyrazole-4-carboxamide ClC1=CC=C(C=C1)C1=C(C=CC=C1)NC(=O)NC(=O)C=1C(=NN(C1)C)C